pentaerythritol tetrakis(4-mercaptobutanate) SCCCC(=O)OCC(COC(CCCS)=O)(COC(CCCS)=O)COC(CCCS)=O